Tert-butyl decane-1-carboxylate C(CCCCCCCCC)C(=O)OC(C)(C)C